FC(C=1N=CC2=C(N1)SC(=N2)N)(F)F 5-(trifluoromethyl)-[1,3]thiazolo[5,4-d]pyrimidin-2-amine